C1(CC1)C1=NN(C(=C1C(F)(F)F)C(=O)NC1=CC(=[N+](C=C1)[O-])S(=O)(=N)C)CC1(CC(CC1)(F)F)C 4-(3-cyclopropyl-1-((3,3-difluoro-1-methylcyclopentyl)methyl)-4-(trifluoromethyl)-1H-pyrazole-5-carboxamido)-2-(S-methylsulfonimidoyl)pyridine 1-oxide